1-(3-((5-chloro-2-((3-methyl-1-(1-methylpiperidin-4-yl)-1H-pyrazol-4-yl)amino)pyrimidin-4-yl)amino)propyl)-4-methyl-1,4-diazepan-2-one ClC=1C(=NC(=NC1)NC=1C(=NN(C1)C1CCN(CC1)C)C)NCCCN1C(CN(CCC1)C)=O